tertbutyl-(2-aminoethyl)carbamate C(C)(C)(C)OC(NCCN)=O